(4-chlorobenzyl) dimethyl phosphate P(=O)(OCC1=CC=C(C=C1)Cl)(OC)OC